N-(4-(4-amino-5-(3-fluoro-4-(4-methylpyrimidin-2-yloxy)phenyl)-7-isopropyl-7H-pyrrolo[2,3-d]pyrimidin-6-yl)phenyl)methacrylamide NC=1C2=C(N=CN1)N(C(=C2C2=CC(=C(C=C2)OC2=NC=CC(=N2)C)F)C2=CC=C(C=C2)NC(C(=C)C)=O)C(C)C